C(C1=CC=CC=C1)C=1NC(=C(N1)C1=CC=CC=C1)CCCCCCC 2-Benzyl-5-heptyl-4-phenylimidazole